C(C1=CC=CC=C1)SC1=CC(=NC=C1)CNC(=O)C=1C=C2[C@](COCC2=CC1)(C)C#N (R)-N-((4-(Benzylthio)pyridin-2-yl)methyl)-4-cyano-4-methylisochromane-6-carboxamide